NC1=NC=NC=2N(C3=CC(=C(C=C3C21)OC)OC)CC(=O)OCCCC butyl 2-(4-amino-6,7-dimethoxy-9H-pyrimido[4,5-b]indol-9-yl)acetate